CN1N(C(C2=CC=CC(=C12)NS(=O)(=O)C=1C=NC(=CC1)N1N=CC(=C1)C(F)(F)F)=O)C N-(1,2-DIMETHYL-3-OXO-2,3-DIHYDRO-1H-INDAZOL-7-YL)-6-(4-(TRIFLUOROMETHYL)-1H-PYRAZOL-1-YL)PYRIDINE-3-SULFONAMIDE